N[N+]1=CC=CC=C1 1-aminopyridine-1-ium